FC1=C(C(=CC(=C1)C(=O)C1=CC=C2C(=CC=CN12)C1=CC2=C(N(C=N2)C)C=C1C(F)(F)F)F)NS(=O)(=O)C1=C(C(=C(CN(C(OC(C)(C)C)=O)C)C(=C1F)F)F)F tert-butyl (4-(N-(2,6-difluoro-4-(8-(1-methyl-6-(trifluoromethyl)-1H-benzo[d]imidazol-5-yl) indolizine-3-carbonyl)phenyl)sulfamoyl)-2,3,5,6-tetrafluorobenzyl)(methyl)carbamate